9-(4-chloro-2-fluoro-phenyl)-7-[(2R)-2-(1-cyclobutylpyrazol-4-yl)morpholin-4-yl]-2,3-dimethyl-pyrazino[1,2-a]pyrimidin-4-one ClC1=CC(=C(C=C1)C1=NC(=CN2C1=NC(=C(C2=O)C)C)N2C[C@H](OCC2)C=2C=NN(C2)C2CCC2)F